C1(CCCCC1)C=1C=C(C(=O)N2CCN(CC2)C(=O)C2=CC(=CC(=C2)N2CCNCC2)F)C=CC1O[C@@H]1CNCC1 (S)-(4-(3-cyclohexyl-4-(pyrrolidin-3-yloxy)benzoyl)piperazin-1-yl)(3-fluoro-5-(piperazin-1-yl)phenyl)methanone